7-(cis-3-((benzylamino)methyl)cyclobutyl)-5-iodo-7H-pyrrolo[2,3-d]pyrimidin-4-amine C(C1=CC=CC=C1)NC[C@H]1C[C@H](C1)N1C=C(C2=C1N=CN=C2N)I